ClC1=CC2=C(NC(=N2)CNC(=O)N(C(C)C)C(C)C)C=C1Cl 1-[(5,6-dichloro-1H-1,3-benzodiazol-2-yl)methyl]-3,3-bis(propan-2-yl)urea